NC1=NC(CC(=C1)NCCCC)C 2-amino-4-(butylamino)-6-methyl-5,6-dihydropyridine